OC(C)C=1C(=NC=CC1)N1CCN(CC1)[C@H]1CC2(CN(C2)C(=O)OCC)CC1 (6R)-ethyl 6-(4-(3-(1-hydroxyethyl)pyridin-2-yl)piperazin-1-yl)-2-azaspiro[3.4]octane-2-carboxylate